N-(4-((3-(dimethylamino)azetidin-1-yl)sulfonyl)phenyl)acetamide CN(C1CN(C1)S(=O)(=O)C1=CC=C(C=C1)NC(C)=O)C